[3-Chloro-4-[5-[2-[(1-methylsulfonylpiperidin-4-yl)amino]-5-(trifluoromethyl)pyrimidin-4-yl]-1,3-thiazol-2-yl]phenyl]methanol ClC=1C=C(C=CC1C=1SC(=CN1)C1=NC(=NC=C1C(F)(F)F)NC1CCN(CC1)S(=O)(=O)C)CO